N-((1R,2S)-2-(3,4-difluorophenyl)cyclopropyl)-2-methoxy-6-methylthieno[2,3-d]pyrimidin-4-amine FC=1C=C(C=CC1F)[C@H]1[C@@H](C1)NC=1C2=C(N=C(N1)OC)SC(=C2)C